C(C)(=O)OCCNCCCl 2-((2-chloroethyl) amino)-ethyl acetate